1-benzyl-6-oxo-1,6-dihydropyridine-3-boronic acid pinacol ester C(C1=CC=CC=C1)N1C=C(C=CC1=O)B1OC(C)(C)C(C)(C)O1